1-cyclopentyl-N-[(2S)-4-(4-fluorophenyl)-1-(5-methyl-4H-1,2,4-triazol-3-yl)butan-2-yl]-5-[2-(trifluoromethyl)phenyl]-1H-pyrazole-3-carboxamide C1(CCCC1)N1N=C(C=C1C1=C(C=CC=C1)C(F)(F)F)C(=O)N[C@H](CC1=NN=C(N1)C)CCC1=CC=C(C=C1)F